BrC1=CC(=C(COC=2C=NC=C(C2)F)C=C1F)Cl 3-((4-bromo-2-chloro-5-fluorobenzyl)oxy)-5-fluoropyridine